di-hydrogenphosphate P(=O)(O)(O)[O-]